methyl 2-methylbutyrate CC(C(=O)OC)CC